1,3-bis-[(2-methylpropyl)oxy]propane CC(COCCCOCC(C)C)C